N1(CCCCC1)C(=O)C1=CC=C2CCC3(C2=C1)CCC(CC3)C(=O)[O-] 6'-(piperidine-1-carbonyl)-2',3'-dihydrospiro[cyclohexane-1,1'-indene]-4-carboxylate